tert-butyl (4-aminobutanoyl)-L-lysyl-L-lysinate NCCCC(=O)N[C@@H](CCCCN)C(=O)N[C@@H](CCCCN)C(=O)OC(C)(C)C